O=C1NC(CCC1NC1=CC(=C(C=C1OC)C1CCN(CC1)CCCCCCCC(=O)O)F)=O 8-[4-[4-[(2,6-dioxo-3-piperidyl)amino]-2-fluoro-5-methoxy-phenyl]-1-piperidyl]octanoic acid